9-[2-carboxy-4-(2,5-dihydro-2,5-dioxo-1H-pyrrol-1-yl)phenyl]-3,6-bis(dimethylamino)xanthylium C(=O)(O)C1=C(C=CC(=C1)N1C(C=CC1=O)=O)C=1C2=CC=C(C=C2[O+]=C2C=C(C=CC12)N(C)C)N(C)C